ClC=1C=C(OCCOC(C(=O)O)(C)C)C=CC1C=1N(C2=NC=NC(=C2N1)OC1(CC1)C)CC1=CC(=CC=C1)Cl 2-(2-(3-chloro-4-(9-(3-chlorobenzyl)-6-(1-methylcyclopropoxy)-9H-purin-8-yl)phenoxy)ethoxy)-2-methylpropanoic acid